O=C1NC(CCC1C1=NN(C2=C(C=CC=C12)[N-]CCCCCCCCN1CCOCC1)C)=O N-(3-(2,6-dioxopiperidin-3-yl)-1-methyl-1H-indazol-7-yl)-8-morpholinooctylamide